6-bromo-5-(2-fluorophenoxy)-1,1-dioxo-4H-1,2,4-benzothiadiazin-3-ol BrC=1C=CC2=C(NC(=NS2(=O)=O)O)C1OC1=C(C=CC=C1)F